SCSC(SCSSCSCC1SCCS1)C(SCSC(C(SCS)SCS)SCS)SCS 2-[3,4,8,9-tetrakis(mercaptomethylthio)-11-mercapto-2,5,7,10-tetrathiaundecylthio]mercaptomethylthiomethyl-1,3-dithiolane